Trimethoxy(4-isopropenylphenyl)silane CO[Si](C1=CC=C(C=C1)C(=C)C)(OC)OC